4-(fluoromethyl)-3-oxabicyclo[2.1.1]Hexane-1-carboxylic acid FCC12OCC(C1)(C2)C(=O)O